[3-(hydroxymethyl)phenyl]methanol OCC=1C=C(C=CC1)CO